1-((1-hydroxycyclobutyl)methyl)-N-((5-phenyl-1,3,4-thiadiazol-2-yl)methyl)-1H-1,2,3-triazole-4-carboxamide OC1(CCC1)CN1N=NC(=C1)C(=O)NCC=1SC(=NN1)C1=CC=CC=C1